5-methyl-1-(trifluoromethyl)-1H-pyrazole-4-carboxylic acid CC1=C(C=NN1C(F)(F)F)C(=O)O